ClC=1C=C(OCCC(C(=O)O)(C)C)C=CC1C=1N(C2=NC=NC(=C2N1)OC1(CC1)C)CC1=CC(=CC=C1)Cl (racemic)-4-(3-chloro-4-(9-(3-chlorobenzyl)-6-(1-methylcyclopropoxy)-9H-purin-8-yl)phenoxy)-2,2-dimethylbutanoic acid